SODIUM succinate C(CCC(=O)[O-])(=O)[O-].[Na+].[Na+]